methyl 4-(5-amino-3-oxo-7-phenyl-2-((2-(trimethylsilyl)ethoxy)methyl)-2,3-dihydro-[1,2,4]triazolo[4,3-c]pyrimidin-8-yl)-6-methylpicolinate NC1=NC(=C(C=2N1C(N(N2)COCC[Si](C)(C)C)=O)C2=CC(=NC(=C2)C)C(=O)OC)C2=CC=CC=C2